4,4'-sulphonyldianiline S(=O)(=O)(C1=CC=C(N)C=C1)C1=CC=C(N)C=C1